C=1NC2=C3C(N(CCCC13)C(=O)[O-])=NC=N2 2,7,8,9-tetrahydro-6H-2,3,5,6-tetraazabenzo[cd]azulene-6-carboxylate